m-methoxybenzyl chloride COC=1C=C(CCl)C=CC1